Cl.[C@H]12CC(C[C@H](CC1)N2)N(C=2SC=1N=C(SC1N2)C=2C=NC(=CC2)C=2C=NNC2)C N-[(1R,3s,5S)-8-Azabicyclo[3.2.1]octan-3-yl]-N-methyl-5-[6-(1H-pyrazol-4-yl)pyridin-3-yl][1,3]thiazolo[5,4-d][1,3]thiazol-2-amin Hydrochlorid